ClC1=C(C=CC=C1OC)C(=O)N1C[C@H]2CO[C@@H](CN2CC1)C=1C=NC=C(C1)Cl |r| (2-chloro-3-methoxyphenyl)-[rac-(3R,9aS)-3-(5-chloro-3-pyridyl)-3,4,6,7,9,9a-hexahydro-1H-pyrazino[2,1-c][1,4]oxazin-8-yl]methanone